ClC=1C=C2C(=NC=NC2=CC1C1=C(C=CC(=N1)NC)C(F)(F)F)N1CCNCC1 6-[6-chloro-4-(piperazin-1-yl)quinazolin-7-yl]-N-methyl-5-(trifluoromethyl)pyridin-2-amine